C(C)(C)(C)C1(CC(=CC(=C1O)C(C)(C)C)OC)C 2,6-di-tert-butyl-p-methoxyl-cresol